FC(C(=O)O)(C(C(C(C(C(C(F)(F)F)(F)F)(F)F)(F)F)(F)F)(F)F)F 2,2,3,3,4,4,5,5,6,6,7,7,8,8,8-pentadecafluorooctanoic acid